4-(2-(piperazine-1-yl)ethoxy)piperidine-1-carboxylic acid benzyl ester C(C1=CC=CC=C1)OC(=O)N1CCC(CC1)OCCN1CCNCC1